OCC[C@@H](C)C1=C(NC2=C(C(=CC=C12)C)B1OC(C(O1)(C)C)(C)C)C(=O)OCC |r| (rac)-ethyl 3-(4-hydroxybutan-2-yl)-6-methyl-7-(4,4,5,5-tetramethyl-1,3,2-dioxaborolan-2-yl)-1H-indole-2-carboxylate